C(C)OC1=CSC(=C1)C1=NC=NC(=C1)NCCC=1C(=CC2=C(C=CO2)C1)F 3-Ethoxy-5-{6-[2-(6-fluoro-benzofuran-5-yl)-ethylamino]-pyrimidin-4-yl}-thiophene